methyl 3-nitro-4-[[(2S)-oxiran-2-yl]methoxy]thiophene-2-carboxylate [N+](=O)([O-])C1=C(SC=C1OC[C@H]1OC1)C(=O)OC